(R)-N-(1-(3-amino-5-(trifluoromethyl)phenyl)ethyl)-10-methoxy-2-methyl-7,8-Dihydro-[1,4]dioxino[2,3-g]quinazolin-4-amine NC=1C=C(C=C(C1)C(F)(F)F)[C@@H](C)NC1=NC(=NC2=C(C3=C(C=C12)OCCO3)OC)C